4,5,6,7,8,9,10,11,12,13-decahydrocyclododeca[d][1,3]oxazole O1C=NC2=C1CCCCCCCCCC2